FC(C1=NN=C(O1)C1=CC(N(C=C1)CC1=CC2=C(OCCO2)C=C1)=O)F 4-(5-(difluoromethyl)-1,3,4-oxadiazole-2-yl)-1-((2,3-dihydrobenzo[b][1,4]dioxin-6-yl)methyl)pyridine-2(1H)-one